1-((2S,6R)-4-((R)-6-chloro-7-(3-cyclopropyl-5-methyl-1H-indazol-4-yl)-2-(3-(dimethylamino)azetidin-1-yl)-8-fluoroquinazolin-4-yl)-2,6-dimethylpiperazin-1-yl)prop-2-en-1-one ClC=1C=C2C(=NC(=NC2=C(C1C1=C2C(=NNC2=CC=C1C)C1CC1)F)N1CC(C1)N(C)C)N1C[C@@H](N([C@@H](C1)C)C(C=C)=O)C